C(C)(C)(C)OC(=O)N1CCN(CC1)C1=NC(=NC(=C1)C(C1=CC=CC=C1)(F)F)C1CC1 4-[2-cyclopropyl-6-[difluoro(phenyl)methyl]pyrimidin-4-yl]piperazine-1-carboxylic acid tert-butyl ester